C1(=CC=CC=C1)C(C#CC1=CC=CC=C1)=O 1,3-diphenylprop-2-yne-1-one